3-phenylpiperidine-1-carboxylic acid tert-butyl ester C(C)(C)(C)OC(=O)N1CC(CCC1)C1=CC=CC=C1